4-(2,6-Dimethylpiperazin-1-yl)-2-(2,6-dioxopiperidin-3-yl)-5,6,7-trifluoroisoindoline CC1N(C(CNC1)C)C1=C2CN(CC2=C(C(=C1F)F)F)C1C(NC(CC1)=O)=O